2-bromo-1-(6-bromopyridin-3-yl)ethan-1-one methyl-8-(1-(tert-butoxycarbonyl)piperidin-4-yl)-2-(3-methoxy-4-phenoxyphenyl)-5,6,7,8-tetrahydroimidazo[1,2-b]pyridazine-3-carboxylate COC(=O)C1=C(N=C2N1NCCC2C2CCN(CC2)C(=O)OC(C)(C)C)C2=CC(=C(C=C2)OC2=CC=CC=C2)OC.BrCC(=O)C=2C=NC(=CC2)Br